(3-methyl-1-(tetrahydro-2H-pyran-2-yl)-1H-pyrazol-5-yl)acetic acid CC1=NN(C(=C1)CC(=O)O)C1OCCCC1